C(C)NC(NC1=C(C(=NC=N1)CC1CCN(CC1)C=1C=CC(=NC1C)C(=O)NC)F)=O 5-(4-((6-(3-ethylureido)-5-fluoropyrimidin-4-yl)methyl)piperidin-1-yl)-N,6-dimethylpicolinamide